ClC1=CC=2N(C(C(=C(N2)C(F)(F)F)C2=CC=C(C=C2)OCC(F)(F)F)=O)C=C1 8-chloro-3-(4-(2,2,2-trifluoroethoxy)phenyl)-2-(trifluoromethyl)-4H-pyrido[1,2-a]pyrimidin-4-one